COC(=O)C12CC(C1)(C2)C(=O)O 3-(methoxycarbonyl)bicyclo(1.1.1)pentane-1-carboxylic acid